C(C1=CC=CC=C1)N1C=C(C[C@H](N)C(=O)O)N=C1 1-Benzyl-L-histidine